trisdiazeniumdiolate sodium salt [Na+].[N+](=N)([O-])[O-].[N+](=N)([O-])[O-].[N+](=N)([O-])[O-].[Na+].[Na+]